NC(CCN(C1CN(C1)C(=O)OC(C)(C)C)C(=O)OCC(Cl)(Cl)Cl)=O tert-butyl 3-[(3-amino-3-oxo-propyl)-(2,2,2-trichloroethoxycarbonyl)amino]azetidine-1-carboxylate